trin-butyl-phosphoric acid C(CCC)OP(OCCCC)(OCCCC)=O